6-Bromo-N-(4-bromo-7-methoxy-1H-benzoimidazol-2-yl)-nicotinamide BrC1=NC=C(C(=O)NC2=NC3=C(N2)C(=CC=C3Br)OC)C=C1